(2R,4R)-4-hydroxy-1-[2-[[(E)-3-[4-(trifluoromethyl)phenyl]prop-2-enoyl]amino]acetyl]pyrrolidine-2-carboxylic acid O[C@@H]1C[C@@H](N(C1)C(CNC(\C=C\C1=CC=C(C=C1)C(F)(F)F)=O)=O)C(=O)O